(4S)-1-(5-{[2-ethyl-6-(trifluoromethyl)phenyl]methoxy}pyridin-2-yl)-4-(hydroxymethyl)imidazol-2-one C(C)C1=C(C(=CC=C1)C(F)(F)F)COC=1C=CC(=NC1)N1C(NC(=C1)CO)=O